OC1=C2CCN(C(C2=CN=C1)=O)CC=1N=C2N(C=C(C=C2)C)C1 5-hydroxy-2-({6-methylimidazo[1,2-a]pyridin-2-yl}methyl)-1,2,3,4-tetrahydro-2,7-naphthyridin-1-one